C1C(CCC=2CCCCC12)C(=O)C 1,2,3,4,5,6,7,8-octahydro-2-naphthalenylmethylketon